NC1=C(C=C(C(=N1)F)C1=CC=C(C=C1)C1(CN(C1)C(=O)OC(C)(C)C)F)C=1C=C2CCNC(C2=CC1)=O tert-butyl 3-(4-(6-amino-2-fluoro-5-(1-oxo-1,2,3,4-tetrahydroisoquinolin-6-yl)pyridin-3-yl)phenyl)-3-fluoroazetidine-1-carboxylate